C(C)(C)C1=C(C=CC=C1)OB(O)O 2-isopropylphenyl-boric acid